BrC1=NC=C(C(=C1)C(C)=O)F 1-(2-bromo-5-fluoro-4-pyridyl)ethanone